1-(4-((4-(6-(1H-imidazol-2-yl)-2-methylpyridin-3-yl)piperidin-1-yl)methyl)pyridin-2-yl)-3-ethylurea N1C(=NC=C1)C1=CC=C(C(=N1)C)C1CCN(CC1)CC1=CC(=NC=C1)NC(=O)NCC